ClC1=C(C=C(C=C1)OC)C1=C(C2=C(N=C(N=C2)NC2=CC=C(C=C2)N(C)CCN(C)C)N(C1=O)C)C#C 6-(2-chloro-5-methoxyphenyl)-2-[(4-{[2-(dimethylamino)ethyl](methyl)amino}phenyl)amino]-5-ethynyl-8-methylpyrido[2,3-d]pyrimidin-7-one